4-(benzylthio)-3-methoxy-N-methylbenzamide C(C1=CC=CC=C1)SC1=C(C=C(C(=O)NC)C=C1)OC